N-(5-((6-((R)-3-(3,5-difluorophenyl)isoxazolidine-2-yl)pyrimidine-4-yl)amino)-2-(4-((S)-3-((dimethylamino)methyl)pyrrolidine-1-yl)piperidine-1-yl)-4-methoxyphenyl)acrylamide FC=1C=C(C=C(C1)F)[C@@H]1N(OCC1)C1=CC(=NC=N1)NC=1C(=CC(=C(C1)NC(C=C)=O)N1CCC(CC1)N1C[C@@H](CC1)CN(C)C)OC